N8-benzyl-N6-(3-methoxypropyl)-3-phenyl-[1,2,4]triazolo[4,3-b]pyridazine-6,8-diamine C(C1=CC=CC=C1)NC=1C=2N(N=C(C1)NCCCOC)C(=NN2)C2=CC=CC=C2